C(CCCCCCC)C=1C(=C(C(=O)O)C=CC1)N.C(C=1C(N)=CC=CC1)(=O)OCCCCCCCC 1-octyl anthranilate (octyl 2-aminobenzoate)